C(#C)C1=CC=C(/C=C/C2=CC=CC3=CC4=CC=CC=C4C=C23)C=C1 (E)-4-ethynyl-styryl-anthracene